C(=O)(O)CCCCC[N+]1=C(CC2=CC(=CC=C12)S(=O)(=O)[O-])\C=C\C=C\C=C\C=C\1/N(C2=CC=C(C=C2C1)S(=O)(=O)O)CC 1-(5-carboxypentyl)-2-[(1E,3E,5E,7Z)-7-(1-ethyl-5-sulfo-1,3-dihydro-2H-indol-2-ylidene) hepta-1,3,5-trien-1-yl]-3H-indolium-5-sulfonate